3-(4-(3-(2-((tert-butyldiphenylsilyl)oxy)ethyl)cyclobutyl)-1-oxoisoindolin-2-yl)piperidine-2,6-dione [Si](C1=CC=CC=C1)(C1=CC=CC=C1)(C(C)(C)C)OCCC1CC(C1)C1=C2CN(C(C2=CC=C1)=O)C1C(NC(CC1)=O)=O